FC1(C(C(CCC1)C(=O)OC)=O)F Methyl 3,3-difluoro-2-oxocyclohexane-1-carboxylate